C(OCC(Cl)(Cl)Cl)(OCC(Cl)(Cl)Cl)=O bis(2,2,2-trichloroethyl) carbonate